The molecule is a homocystine in which both chiral centres have L configuration. It derives from a L-homocysteine. It is a tautomer of a L,L-homocystine zwitterion. C(CSSCC[C@@H](C(=O)O)N)[C@@H](C(=O)O)N